BrC=1C=C(COCC=2C=C(C(=C(C2)C2=NN(C=N2)C)OC)[N+](=O)[O-])C=C(C1)F 3-(5-(((3-Bromo-5-fluorobenzyl)oxy)methyl)-2-methoxy-3-nitrophenyl)-1-methyl-1H-1,2,4-triazole